5-(difluoromethoxy)-3-ethynyl-2-azabicyclo[2.2.1]heptane-2-carboxylate FC(OC1C2C(N(C(C1)C2)C(=O)[O-])C#C)F